CC1=CC=C(C=C1)C=1OC2=C(C(C1OCC1=CC=C(C=C1)[N+](=O)[O-])=O)C=CC=C2 2-(4-methylphenyl)-3-[(4-nitrophenyl)methoxy]-4H-1-benzopyran-4-one